C(C=C)[Si](C1C=CC2=CC=CC=C12)(C)CC=C diallyl-methylindenyl-silane